(S)-1-((1-methyl-3-oxocyclohexyl)methyl)-1H-indazole-6-carbonitrile C[C@]1(CC(CCC1)=O)CN1N=CC2=CC=C(C=C12)C#N